7-fluoro-N-(4-(hydroxymethyl)tetrahydro-2H-pyran-4-yl)-2-methyl-5-((4-methylthiazol-5-yl)methoxy)benzofuran-3-carboxamide FC1=CC(=CC=2C(=C(OC21)C)C(=O)NC2(CCOCC2)CO)OCC2=C(N=CS2)C